FC1=C(C(=N)N)C=CC=C1 2-fluorobenzamidine